(2-methoxyethyl)trimethylsilane COCC[Si](C)(C)C